[N+](=O)([O-])/C(=C/C1=CNC2=CC=CC=C12)/C (E)-3-(2-nitroprop-1-en-1-yl)-1H-indole